trifluoropropylmethyl sulfone FC(CCS(=O)(=O)C)(F)F